3-(3-(4-(Trifluoromethoxy)phenyl)-7-vinyl-1H-pyrazolo[4,3-b]pyridin-1-yl)azetidine-1-carboxylic acid tert-butyl ester C(C)(C)(C)OC(=O)N1CC(C1)N1N=C(C2=NC=CC(=C21)C=C)C2=CC=C(C=C2)OC(F)(F)F